O[C@H](C)C1=CC2=C(N=C(N=C2)NC2=CC=C(C=N2)N2CCN(CCC2=O)C)C(=N1)N1CCCC1 4-[6-[[6-[(1R)-1-hydroxyethyl]-8-pyrrolidin-1-ylpyrido[3,4-d]pyrimidin-2-yl]amino]pyridin-3-yl]-1-methyl-1,4-diazepan-5-one